methyl 3,5-dioxotetradecanoate O=C(CC(=O)OC)CC(CCCCCCCCC)=O